vinylindene C(=C)C1C=CC2=CC=CC=C12